BrC1=C(C=C(C=C1)C)C 1-bromo-2,4-xylene